FC=1C(=C(C=CC1F)[C@H]1[C@@H](O[C@H](C1)C(F)(F)F)C(=O)O)OC |r| rac-(2r,3s,5r)-3-(3,4-difluoro-2-methoxy-phenyl)-5-(trifluoromethyl)tetrahydrofuran-2-carboxylic acid